CC1=C(C=NC(=C1)C(F)(F)F)S(=O)(=O)N1CC2(C1)C[C@@H](CC2)N2CCOCC2 (R)-4-(2-((4-Methyl-6-(trifluoromethyl)pyridin-3-yl)sulfonyl)-2-azaspiro[3.4]octan-6-yl)morpholine